O1CCC(CC1)COC(=O)N1CCN(CC1)C=1C=NN2C1C=CC(=C2)C=2C=NN(C2)C 4-[6-(1-methyl-1H-pyrazol-4-yl)pyrazolo[1,5-a]pyridin-3-yl]piperazine-1-carboxylic acid tetrahydro-2H-pyran-4-ylmethyl ester